(2S)-2-methyl-4-(3-methyl-2-oxo-1,3-benzooxazol-6-yl)-N-(4-phenylbutyl)piperazine-1-carboxamide C[C@@H]1N(CCN(C1)C1=CC2=C(N(C(O2)=O)C)C=C1)C(=O)NCCCCC1=CC=CC=C1